N-[5-chloro-2-[2-[(2R)-4-[(4-fluorophenyl)methyl]-2-methyl-1-piperazinyl]-2-oxoethoxy]phenyl]-urea ClC=1C=CC(=C(C1)NC(=O)N)OCC(=O)N1[C@@H](CN(CC1)CC1=CC=C(C=C1)F)C